CN1N=CC(=C1)C1=C(C=C(C=C1)CNC)NS(=O)(=O)C1=CC=CC=C1 N-(2-(1-methyl-1H-pyrazol-4-yl)-5-((methylamino)methyl)phenyl)benzenesulfonamide